OC1=C(C=C(C=C1)C)N1N=C2C(=N1)C=CC=C2 (2'-hydroxy-5'-methylphenyl)-2H-benzotriazole